C(C1=CC=CC=C1)OC=1C=CC(=C(C(=O)OC)C1)O methyl 5-(benzyloxy)-2-hydroxybenzoate